CC1(CC=CCC1C(=O)[O-])C 6,6-dimethylcyclohex-3-ene-1-carboxylate